ClC1=C(C=C(C=C1)F)[C@H]1NC(C2=C1C(=CC1=C(N(N=C21)C)[N+]#[C-])NC(=O)N2C[C@](C1=CC(=CC=C21)F)(C(F)(F)F)O)=O |o1:28| (R*)-N-((S)-6-(2-chloro-5-fluorophenyl)-3-isocyano-2-methyl-8-oxo-2,6,7,8-tetrahydropyrrolo[3,4-g]indazol-5-yl)-5-fluoro-3-hydroxy-3-(trifluoromethyl)indoline-1-carboxamide